n-Butyl-sodium octadecylphosphate C(CCCCCCCCCCCCCCCCC)OP(=O)(O)O.C(CCC)[Na]